ClC1=CC=C(C=N1)CN1C(C=CC=C1)=NC(C(F)(F)F)=O N-[1-[(6-chloro-3-pyridinyl)methyl]-2(1H)-pyridylidene]-2,2,2-trifluoro-acetamide